ClC1=C(C=CC(=C1)Cl)C1=CC(=CC=C1)S(=O)(=O)NC(CC1=CC(=CC=C1)C#N)C=1SC=CN1 2',4'-dichloro-N-[2-(3-cyanophenyl)-1-(1,3-thiazol-2-yl)ethyl]-[1,1'-biphenyl]-3-sulfonamide